4,6-dimethyl-2-[2-(piperidin-4-yl)thieno[2,3-c]pyrazol-5-yl]pyrazolo[1,5-a]pyrazin-3-ol hydrochloride Cl.CC=1C=2N(C=C(N1)C)N=C(C2O)C2=CC=1C(=NN(C1)C1CCNCC1)S2